N-(1-ethyl-(2-methacryloxy)ethyl)acrylamide C(C)C(COC(C(=C)C)=O)NC(C=C)=O